methyl 2-(l-5-[(tert-butoxy)carbonyl]-4H,5H,6H,7H-pyrazolo[1,5-a]pyrazine-3-amidocyclopropyl)pyrimidine-5-carboxylate C(C)(C)(C)OC(=O)N1CC=2N(CC1)N=CC2C(=O)NC2(CC2)C2=NC=C(C=N2)C(=O)OC